C(CCC)[C@](N(OCCCC)C(C(=O)O)=O)(C)C(=O)O butyl-N-butoxyoxalyl-alanine